4-methoxy-1H-pyrrolo[3,2-c]Pyridine-2-carboxylic acid methyl ester COC(=O)C1=CC=2C(=NC=CC2N1)OC